NC=1C=C(OC2CN(CC2)C(=O)OC(C)(C)C)C=C(C1)C(F)(F)F tert-butyl 3-[3-amino-5-(trifluoromethyl)phenoxy]pyrrolidine-1-carboxylate